C(C)N(C=1C=C(C(C=O)=CC1)O)CC 4-(diethylamino)-salicylaldehyde